chromium-silicon dioxide [Si](=O)=O.[Cr]